N-((6-(3-(((3-fluorobicyclo[1.1.1]pentan-1-yl)methyl)amino)piperidin-1-yl)pyridazin-3-yl)methyl)-4-oxo-4H-pyrido[1,2-a]pyrimidine-2-carboxamide FC12CC(C1)(C2)CNC2CN(CCC2)C2=CC=C(N=N2)CNC(=O)C=2N=C1N(C(C2)=O)C=CC=C1